C(=O)O.NC1=CN=NC2=CC(=CC=C12)C=1C=C(C=C(C1N1N=CC(=C1)C(F)F)OC)B(O)O [3-(4-AMINOCINNOLIN-7-YL)-4-[4-(DIFLUOROMETHYL)-1H-PYRAZOL-1-YL]-5-METHOXYPHENYL]BORONIC ACID FORMIC ACID SALT